C(C)OC(=O)C=1N(C=C(C1)C(=O)OCC)C1=C(C=C(C=C1)Br)[N+](=O)[O-] 1-(4-bromo-2-nitrophenyl)-1H-pyrrole-2,4-dicarboxylic acid diethyl ester